COCCOC(=O)N1CCC2(CCC(C2O)C2N3C(C4=CC=CC=C24)=CN=C3)CC1 2-Methoxyethyl-1-hydroxy-2-(5H-imidazo[5,1-a]isoindol-5-yl)-8-azaspiro[4.5]decan-8-carboxylat